(6-((3S,5R)-4-(tert-butoxycarbonyl)-3,5-dimethylpiperazin-1-yl)-5-fluoropyridin-2-yl)boronic acid C(C)(C)(C)OC(=O)N1[C@H](CN(C[C@H]1C)C1=C(C=CC(=N1)B(O)O)F)C